C1(=CC=CC=C1)C1=CC=C(S1)C1=CC=CN2C1=NS(CC2)(=O)=O 9-(5-phenylthiophen-2-yl)-3,4-dihydropyrido[2,1-c][1,2,4]thiadiazine 2,2-dioxide